(2R,4S)-1-[(2R)-2-(4-cyclopropyltriazol-1-yl)-3,3-dimethyl-butanoyl]-4-hydroxy-N-[2-[methyl-(1-methyl-4-piperidyl)amino]-1-phenyl-ethyl]pyrrolidine-2-carboxamide C1(CC1)C=1N=NN(C1)[C@@H](C(=O)N1[C@H](C[C@@H](C1)O)C(=O)NC(CN(C1CCN(CC1)C)C)C1=CC=CC=C1)C(C)(C)C